tert-Butyl 3-((4-((2-(2,6-dioxopiperidin-3-yl)-1-oxoisoindolin-5-yl)carbamoyl)phenoxy)methyl)azetidine-1-carboxylate O=C1NC(CCC1N1C(C2=CC=C(C=C2C1)NC(=O)C1=CC=C(OCC2CN(C2)C(=O)OC(C)(C)C)C=C1)=O)=O